α,α-dimethylolbutyric acid C(O)C(C(=O)O)(CC)CO